3-(3-((8-morpholinooctyl)amino)phenyl)piperidine-2,6-dione O1CCN(CC1)CCCCCCCCNC=1C=C(C=CC1)C1C(NC(CC1)=O)=O